C(C)(=O)[O-].C(C)(=O)[O-].[O-]CCCC.[O-]CCCC.[Ti+4] titanium di-n-butoxide diacetate